C(C)N1C2=CC=C(C=C2C=2C=C(C=CC12)C(C)=O)C(C1=C(C=CC=C1)C)=O 1-[9-ethyl-6-(2-methylbenzoyl)-9H-carbazol-3-yl]ethaneOn